NC1(CC1)CNC1=NC(=C2C(=N1)N(N=C2)C)NC2=CC(=CC=C2)OC(F)F 6-N-[(1-aminocyclopropyl)methyl]-4-N-[3-(difluoromethoxy)phenyl]-1-methylpyrazolo[3,4-d]pyrimidine-4,6-diamine